2-(3-iodophenyl)-4-methylpyrido[3,4-d]Pyrimidin-8-amine IC=1C=C(C=CC1)C=1N=C(C2=C(N1)C(=NC=C2)N)C